CC1=NC(=NC=C1)[C@@H]1[C@H](C1)C1=NC2=CC(=CC=C2C(=C1)N1N=CN=C1)N |o1:7,8| ((1S*,2S*)-2-(4-methylpyrimidin-2-yl)cyclopropyl)-4-(1H-1,2,4-triazol-1-yl)quinolin-7-amine